3-ethyliminomethyleneamino-N,N-dimethylpropan-1-amine C(C)N=CCC(N(C)C)N=C